C1(=CC=CC=C1)N=C1S(C=C(N1)C=1C=C(C=CC1)C)C1=CC=C(C=C1)C 2-phenylimino-1-p-tolyl-4-m-tolylthiazole